BrC1=NN(C(=N1)CO)C=C (3-bromo-1-vinyl-1H-1,2,4-triazol-5-yl)methanol